3-(3-((6-(thiazol-4-ylmethoxy)pyridin-3-yl)methyl)isoxazol-5-yl)pyridin-2-amine S1C=NC(=C1)COC1=CC=C(C=N1)CC1=NOC(=C1)C=1C(=NC=CC1)N